ClC1=C(C=CC(=C1)F)/C(=C(/C=1C=C2C=NNC2=CC1)\C1=CC=CC=C1)/C1CC1 4-((E)-2-(2-chloro-4-fluorophenyl)-2-cyclopropyl-1-(1H-indazol-5-yl)vinyl)benzene